tert-butyl (R)-2-(2-(methoxy(methyl)amino)-2-oxoethyl)pyrrolidine-1-carboxylate CON(C(C[C@@H]1N(CCC1)C(=O)OC(C)(C)C)=O)C